N,N-dimethyl-3-(5-(4,4,5,5-tetramethyl-1,3,2-dioxaborolan-2-yl)benzo[d]thiazol-2-yl)Propan-1-amine CN(CCCC=1SC2=C(N1)C=C(C=C2)B2OC(C(O2)(C)C)(C)C)C